ClC1=CC=C(C=N1)[S@@](=O)(C)=N (S)-(6-chloropyridin-3-yl)(imino)(methyl)-λ6-sulfanone